3-(tert-butyl)-N-(4-(2-((5,6-dihydro-4H-pyrrolo[1,2-b]pyrazol-3-yl)amino)pyrimidin-4-yl)-2-methylbenzyl)pyrrolidine-1-carboxamide Tert-butyl-(3-oxo-1-oxaspiro[3.5]nonan-7-yl)carbamate C(C)(C)(C)N(C(O)=O)C1CCC2(C(CO2)=O)CC1.C(C)(C)(C)C1CN(CC1)C(=O)NCC1=C(C=C(C=C1)C1=NC(=NC=C1)NC1=C2N(N=C1)CCC2)C